C(#N)C=1C=C(C=CC1O)C=1SC(=C(N1)C)C(=O)OCC 2-(3-cyano-4-hydroxyphenyl)-4-methyl-5-ethoxycarbonyl-thiazole